nickel-cobalt-chromium [Cr].[Co].[Ni]